N-(2-methyl-5-(2-(methyl(tetrahydro-2H-pyran-4-yl)amino)acetamido)pyridin-3-yl)-2-(1-((methylsulfonyl)methyl)-1H-pyrazol-4-yl)pyrazolo[5,1-b]thiazole-7-carboxamide CC1=NC=C(C=C1NC(=O)C=1C=NN2C1SC(=C2)C=2C=NN(C2)CS(=O)(=O)C)NC(CN(C2CCOCC2)C)=O